3,4-dihydro-2H-pyrano[3,2-b]pyridine-8-carboxylic acid O1CCCC2=NC=CC(=C21)C(=O)O